di-(di-methyl octyl) phosphate P(=O)(OC(CCCCCCC)(C)C)(OC(CCCCCCC)(C)C)[O-]